4,5-diaminophthalonitrile NC=1C=C(C(C#N)=CC1N)C#N